(2R)-2-[[tert-butyl-(diphenyl)silyl]oxymethyl]-3-oxo-piperidine-1-carboxylic acid tert-butyl ester C(C)(C)(C)OC(=O)N1[C@@H](C(CCC1)=O)CO[Si](C1=CC=CC=C1)(C1=CC=CC=C1)C(C)(C)C